6-(trifluoromethyl)pyrimidine-4-carboxylic acid methyl ester COC(=O)C1=NC=NC(=C1)C(F)(F)F